CNC(C([C@@H](C[C@@H]1C(N[C@@H](C1)C)=O)C=1C(=C(C(=O)N)C=CC1)NC(=O)C1(CC1)C(F)(F)F)=O)=O ((1S)-3-(methylamino)-1-[[(3S,5R)-5-methyl-2-oxo-pyrrolidin-3-yl]methyl]-2,3-dioxo-propyl)-2-[[1-(trifluoromethyl)cyclopropanecarbonyl]amino]benzamide